[Si](C)(C)(C(C)(C)C)OC1CCC2=C1C=C(C=1C=C(N=CC21)Cl)S(=O)(=O)NCC(C)C 7-[tert-butyl(dimethyl)silyl]oxy-3-chloro-N-isobutyl-8,9-dihydro-7H-cyclopenta[h]isoquinoline-5-sulfonamide